(S)-8-(5-chloro-3-fluoropyridin-2-yl)-5-(1-(4-chlorophenyl)ethyl)-2-oxa-5,8-diazaspiro[3.5]nonane-6,9-dione ClC=1C=C(C(=NC1)N1CC(N(C2(COC2)C1=O)[C@@H](C)C1=CC=C(C=C1)Cl)=O)F